2-tert-butylcyclohexan-1-ol C(C)(C)(C)C1C(CCCC1)O